C1(=CC=CC=C1)C(C1=CC=CC=C1)=NC1CC(CN(C1)C(=O)OC(C)(C)C)(C)CO tert-Butyl 5-((diphenylmethylene)amino)-3-(hydroxymethyl)-3-methylpiperidine-1-carboxylate